1-(4-(3-((5-(trifluoromethyl)pyridin-2-yl)amino)pyrazin-2-yl)piperazin-1-yl)prop-2-en-1-one FC(C=1C=CC(=NC1)NC=1C(=NC=CN1)N1CCN(CC1)C(C=C)=O)(F)F